ClC=1C=C(C=C(C1)F)N1N=CC(=C1)C(C(=O)NC1=NNC(=C1)C1CC1)C 2-(1-(3-chloro-5-fluorophenyl)-1H-pyrazol-4-yl)-N-(5-cyclopropyl-1H-pyrazol-3-yl)propanamide